(R)-3-methyl-1-(2-(methylthio)-5,6,7,8-tetrahydropyrido[3,4-d]pyrimidin-4-yl)piperidin-3-ol C[C@@]1(CN(CCC1)C=1C2=C(N=C(N1)SC)CNCC2)O